(7-(2-(4-(6-fluorobenzothiophen-4-yl)piperazin-1-yl)ethyl)-2-oxo-3,4-dihydroquinoline-1(2H)-yl)hexanoic acid methyl ester COC(C(CCCC)N1C(CCC2=CC=C(C=C12)CCN1CCN(CC1)C1=CC(=CC2=C1C=CS2)F)=O)=O